CC1=CC2=C(C3=CC=C(C=C3C=C2C=C1)C)OC(=O)C1C(CC=CC1)C(=O)O 2,6-dimethyl-9-[2-carboxy(4-cyclohexenyl)]carbonyloxyanthracene